FC1CN(C1)CCC=1C=C(C(N(C1)C)=O)[C@@H](C(=O)O)CC(C)C (S)-2-(5-(2-(3-fluoroazetidin-1-yl)ethyl)-1-methyl-2-oxo-1,2-dihydropyridin-3-yl)-4-methylpentanoic acid